1-(3-amino-2-isopropylpyridin-4-yl)ethan-1-one NC=1C(=NC=CC1C(C)=O)C(C)C